C(CC)N(CCC1=CNC2=CC(=CC=C12)OC(CCC(=O)O)=O)CCC 4-((3-(2-(dipropylamino)ethyl)-1H-indol-6-yl)oxy)-4-oxobutanoic acid